(1-phenyl-4-(6-thiomorpholinylhexyl)-1H-imidazol-2-yl)-3-(1H-pyrazol-4-yl)benzamide C1(=CC=CC=C1)N1C(=NC(=C1)CCCCCCN1CCSCC1)C1=C(C(=O)N)C=CC=C1C=1C=NNC1